3-amino-1,1-difluoropropan-2-ol NCC(C(F)F)O